N1=CC(=CC=C1)C1=CC(=CN1S(=O)(=O)C1=CC=C(C)C=C1)S(=O)(=O)Cl 5-pyridin-3-yl-1-(toluene-4-sulfonyl)-1H-pyrrol-3-sulfonyl chloride